C1(CC1)[B-](F)(F)F.[K+].N1(CCCC1)C(=O)C1=NN2C(CNCCC2)=C1 pyrrolidin-1-yl-(5,6,7,8-tetrahydro-4H-pyrazolo[1,5-a][1,4]diazepin-2-yl)methanone potassium C1-cyclopropyltrifluoroborate